F\C(=C/CN)\CS(=O)(=O)C1=NC=CC=C1C (Z)-3-Fluoro-4-(3-methylpyridin-2-ylsulfonyl)but-2-en-1-amin